C(C)P(=O)([O-])CC.[Ca+2].C(C)P(=O)([O-])CC calcium diethylhypophosphite